ClC1=CC=C(C=C1)N1N=C(C2=CC=CC=C2C1=O)C=1C=C(C=CC1)C(C(=O)O)(C)C 2-(3-(3-(4-Chlorophenyl)-4-oxo-3,4-dihydrophthalazin-1-yl)phenyl)-2-methylpropanoic acid